FC=1C=C2NC(C=3N(C2=C(C1C=1C=C(C=C2C(=CNC12)C#CC)F)C)C(=CN3)C)(C)C 7-fluoro-8-(5-fluoro-3-(prop-1-yn-1-yl)-1H-indol-7-yl)-1,4,4,9-tetramethyl-4,5-dihydroimidazo[1,2-a]quinoxaline